CN1N=CC=2C(NCCC21)=O 1-Methyl-1,5,6,7-tetrahydro-4H-pyrazolo[4,3-c]pyridin-4-one